BrC1=CC=C2C(=C(C(NC2=C1)=O)F)O 7-bromo-3-fluoro-4-hydroxyquinolin-2(1H)-one